FC1(CCC(CC1)C=CC1=CC(=NC=C1OC)C(=O)NCC1=CC(=CC=C1)CC(=O)N(C)CCCCOC=1C=C2C(N(C(C2=CC1)=O)C1C(NC(CC1)=O)=O)=O)F 4-(2-(4,4-difluorocyclohexyl)vinyl)-N-(3-(2-((4-((2-(2,6-dioxopiperidin-3-yl)-1,3-dioxoisoindolin-5-yl)oxy)butyl)(methyl)amino)-2-oxoethyl)benzyl)-5-methoxypicolinamide